ClC1=NC2=CC=NC=C2C=C1C(=O)OC Methyl 2-chloro-1,6-naphthyridine-3-carboxylate